C(C)C(CC)(CC)N 1,1-Diethyl-n-Propylamin